tert-butyl 2-(diethoxyphosphoryl)-3-(3-(1-(4-(trifluoromethoxy)phenyl)cyclopropyl)-1,2,4-oxadiazol-5-yl)propanoate C(C)OP(=O)(OCC)C(C(=O)OC(C)(C)C)CC1=NC(=NO1)C1(CC1)C1=CC=C(C=C1)OC(F)(F)F